C(C)(C)(C)OC(N(C)C1CCC(CC1)CC(C)(C)N)=O ((1r,4r)-4-(2-amino-2-methylpropyl)cyclohexyl)(methyl)carbamic acid tert-butyl ester